COC=1C=C(C=CC1)N(C(=O)C1CCCC1)C N-(3-methoxyphenyl)-N-methylcyclopentanamide